3-(1-chloro-5,6-dihydro-8H-imidazo[5,1-c][1,4]oxazin-3-yl)-6-fluoro-1-(4-(morpholinomethyl)phenyl)-1,4-dihydrothiochromeno[4,3-c]pyrazole 5,5-dioxide ClC=1N=C(N2C1COCC2)C=2C1=C(N(N2)C2=CC=C(C=C2)CN2CCOCC2)C=2C=CC=C(C2S(C1)(=O)=O)F